[Ni]=S.[Ni] Nickel-Nickel sulfide